3-(N-(2-(Dimethylamino)ethyl)-N-isobutylsulfamoyl)-1-(1,2,3,5,6,7-hexahydro-s-indacen-4-yl)urea, potassium salt [K].CN(CCN(S(=O)(=O)NC(NC1=C2CCCC2=CC=2CCCC12)=O)CC(C)C)C